Dinonyl-8,8'-((2-(dodecyl(2-hydroxyethyl)amino)ethyl)azanediyl)dioctanoate C(CCCCCCCC)OC(CCCCCCCN(CCCCCCCC(=O)OCCCCCCCCC)CCN(CCO)CCCCCCCCCCCC)=O